COC=1C=CC2=C(CCC=3C(=NC=CC3)C2=C2CCN(CC2)C[C@H]2[C@@H](CCCC2)CN2C(C3CCCCC3C2=O)=O)C1 2-((trans-2-((4-(8-methoxy-5,6-dihydro-11H-benzo[5,6]cyclohepta[1,2-b]pyridin-11-ylidene)piperidin-1-yl)methyl)cyclohexyl)methyl)hexahydro-1H-isoindole-1,3(2H)-dione